C1(CC1)C1=C(C=C(C=C1)C1=CCC2(CN(C2)C(=O)OC(C)(C)C)CC1)OC tert-Butyl 7-(4-cyclopropyl-3-methoxyphenyl)-2-azaspiro[3.5]non-6-ene-2-carboxylate